OC(CC(=O)O)C.OC(CC(=O)O)C.OC(CC(=O)O)C.C(O)C(C)(CO)CO trimethylolethane tris(3-hydroxybutyrate)